2-[6-bromoimidazo[1,5-a]pyridin-1-yl]-1-[[2-(trimethylsilyl)ethoxy]methyl]imidazole-4-carbonitrile BrC=1C=CC=2N(C1)C=NC2C=2N(C=C(N2)C#N)COCC[Si](C)(C)C